(R)-1-(4-fluorophenyl)ethane-1-amine FC1=CC=C(C=C1)[C@@H](C)N